(2S)-4-[3-fluoro-5-isobutyl-2-(2H-tetrazol-5-yl)phenyl]-2-methyl-1-[1-(2-pyridinyl)ethyl]piperazine 4-hydroxy-3,5-dimethylpiperidine-1-carboxylate OC1C(CN(CC1C)C(=O)O)C.FC=1C(=C(C=C(C1)CC(C)C)N1C[C@@H](N(CC1)C(C)C1=NC=CC=C1)C)C=1N=NNN1